NC1=NC=C(C(=N1)N)OC=1C(=CC(=C(C1)C(C)=O)OC)C(C)C 1-[5-(2,4-Diamino-pyrimidin-5-yloxy)-4-isopropyl-2-methoxyphenyl]-ethanone